tert-butyl (Z)-(1-(2-(4-((3-(3,5-bis(trifluoromethyl)phenyl)-1H-1,2,4-triazol-1-yl)methylene)-3-methyl-2,5-dioxoimidazolin-1-yl)acetyl)azetidin-3-yl)carbamate FC(C=1C=C(C=C(C1)C(F)(F)F)C1=NN(C=N1)\C=C\1/N(C(N(C1=O)CC(=O)N1CC(C1)NC(OC(C)(C)C)=O)=O)C)(F)F